C(C=C)(=O)NCCCOCCOCCCNC(C=C)=O ethylene glycol bis(3-acrylamidopropyl) ether